4-(2,6-difluoro-4-(3-(3-hydroxyl-2,2-dimethylpropyl)thioureido)phenoxy)-1-((2-(trimethylsilyl)ethoxy)methyl)-1H-pyrrole FC1=C(OC=2C=CN(C2)COCC[Si](C)(C)C)C(=CC(=C1)NC(=S)NCC(CO)(C)C)F